C(C1=CC=CC=C1)N1C(C2=CC(=C(C(=C2CC1)Cl)C(=O)N[C@H](C(=O)OCC1=CC=CC=C1)CNC(=O)N[C@@H]1CCC2=CC=CC=C12)Cl)=O (S)-benzyl 2-(2-benzyl-5,7-dichloro-1-oxo-1,2,3,4-tetrahydroisoquinoline-6-carboxamido)-3-(3-((R)-2,3-dihydro-1H-inden-1-yl)ureido)propanoate